C(#N)C1CCN(CC1)C(=O)[C@H]1CC12CCN(CC2)C(=O)OC(C(F)(F)F)C(F)(F)F 1,1,1,3,3,3-hexafluoropropan-2-yl (S)-1-(4-cyanopiperidine-1-carbonyl)-6-azaspiro[2.5]octane-6-carboxylate